ethyl (E)-2-((5-(4-(dimethylamino)but-2-enamido)-4-fluoro-2-methoxyphenyl)amino)-4-(1H-indol-3-yl)pyrimidine-5-carboxylate CN(C/C=C/C(=O)NC=1C(=CC(=C(C1)NC1=NC=C(C(=N1)C1=CNC2=CC=CC=C12)C(=O)OCC)OC)F)C